(S)-2-amino-4-oxo-4-(3-(2-(5,6,7,8-tetrahydro-1,8-naphthyridin-2-yl)ethyl)azetidin-1-yl)butanoic acid methyl ester COC([C@H](CC(N1CC(C1)CCC1=NC=2NCCCC2C=C1)=O)N)=O